N-{4-[7-(1-acetylpiperidin-4-yl)-4-aminopyrrolo[2,1-f][1,2,4]triazin-5-yl]-3-fluorophenyl}-2-oxo-1-phenyl-1,2-dihydropyridine-3-carboxamide C(C)(=O)N1CCC(CC1)C1=CC(=C2C(=NC=NN21)N)C2=C(C=C(C=C2)NC(=O)C=2C(N(C=CC2)C2=CC=CC=C2)=O)F